CSCC1OC(=C(C1)S(=O)(=O)C1=C(C=CC=C1)C)C1=CC=CC=C1 2-((methylthio)methyl)-5-phenyl-4-(2-methylphenyl)sulfonyl-2,3-dihydrofuran